6-(methacryloyloxy)hexyltrimethylammonium chloride [Cl-].C(C(=C)C)(=O)OCCCCCC[N+](C)(C)C